4-diphenylphosphino-1,3-bis(2,6-diisopropylphenyl)-1,2,3-triazole C1(=CC=CC=C1)P(C=1N(NN(C1)C1=C(C=CC=C1C(C)C)C(C)C)C1=C(C=CC=C1C(C)C)C(C)C)C1=CC=CC=C1